(S)-2-(3-fluoro-5-isopropyl-2-methoxyphenyl)-2-((R)-3-((5-(4-(2-methoxyethoxy)-5,6,7,8-tetrahydro-1,8-naphthyridin-2-yl)pentyl)oxy)pyrrolidin-1-yl)acetic acid FC=1C(=C(C=C(C1)C(C)C)[C@@H](C(=O)O)N1C[C@@H](CC1)OCCCCCC1=NC=2NCCCC2C(=C1)OCCOC)OC